CC1=CC=2N(C=C1)N=CC2C(=O)NC2CCC1=CC(=CC=C21)B2OC(C(O2)(C)C)(C)C 5-methyl-N-(5-(4,4,5,5-tetramethyl-1,3,2-dioxaborolan-2-yl)-2,3-dihydro-1H-inden-1-yl)pyrazolo[1,5-a]pyridine-3-carboxamide